FC(C1=NC=CC(=C1)C=1N=C(C=2C=CC=C(C2C1)N)N)(F)F (2-(trifluoromethyl)pyridin-4-yl)isoquinoline-1,5-diamine